2-(6-(azetidin-3-yl)pyridazin-3-yl)-5-(2,7-dimethylpyrazolo[1,5-a]pyridin-5-yl)phenol N1CC(C1)C1=CC=C(N=N1)C1=C(C=C(C=C1)C1=CC=2N(C(=C1)C)N=C(C2)C)O